2-[(2R)-3-(3,4-dihydro-1H-isoquinolin-2-yl)-2-hydroxy-propyl]-6-(1,2,3,6-tetrahydropyridin-4-yl)-3,4-dihydroisoquinolin-1-one C1N(CCC2=CC=CC=C12)C[C@H](CN1C(C2=CC=C(C=C2CC1)C=1CCNCC1)=O)O